C(#N)C1=CC=C(C=C1)C1=C(C=CC=2C(=NSC21)C)SC2(CCC2)C(=O)O 1-[[7-(4-cyanophenyl)-3-methylbenzo[d]isothiazol-6-yl]thio]cyclobutan-1-carboxylic acid